COC1=CC=C(CN2C(OC(C3=C2C=CS3)=O)=O)C=C1 1-(4-methoxybenzyl)-2H-thieno[3,2-d][1,3]oxazine-2,4(1H)-dione